2-(((1R)-1-(2-(ethylsulfinyl)-3,6-dimethyl-4-oxo-4H-chromen-8-yl)ethyl)amino)benzoic acid C(C)S(=O)C=1OC2=C(C=C(C=C2C(C1C)=O)C)[C@@H](C)NC1=C(C(=O)O)C=CC=C1